ClS(=O)(=O)CC1[C@H]2CN(C[C@@H]12)C(=O)OCC1=CC=CC=C1 benzyl (1R,5S,6s)-6-((chlorosulfonyl)methyl)-3-azabicyclo[3.1.0]hexane-3-carboxylate